N-(4-((3R,4R)-3-amino-4-methylpyrrolidin-1-yl)-2-(bicyclo[1.1.1]pentan-1-yl)-2H-indazol-5-yl)-1-(2,6-difluorophenyl)-6-oxo-1,6-dihydropyridazine-3-carboxamide N[C@H]1CN(C[C@H]1C)C=1C2=CN(N=C2C=CC1NC(=O)C1=NN(C(C=C1)=O)C1=C(C=CC=C1F)F)C12CC(C1)C2